2,2-bis[(1,3-pentadienyl-carbonyloxy)methyl]butyl-2,4-hexadienoic acid C(=CC=CC)C(=O)OCC(CC(C(=O)O)=CC=CC)(CC)COC(=O)C=CC=CC